5-chloro-N-[(4-trifluoromethylpyridin-2-yloxy)phenylthiocarbamoyl]thiophene-2-carboxamide ClC1=CC=C(S1)C(=O)NC(N(C1=CC=CC=C1)OC1=NC=CC(=C1)C(F)(F)F)=S